ClC=1C=C(C=CC1)NC(NC1=CC(=CC=C1)Cl)=S bis-(m-chlorophenyl)thiourea